3-chloro-6-(difluoromethoxy)pyridazine methyl-8-fluoro-2-[(8S)-2-methyl-5-oxa-2-azaspiro[3.5]nonan-8-yl]-3,4-dihydro-1H-isoquinoline-6-carboxylate COC(=O)C=1C=C2CCN(CC2=C(C1)F)[C@H]1CCOC2(CN(C2)C)C1.ClC=1N=NC(=CC1)OC(F)F